O=C1NC(CCC1C1=CC(=C(C(=C1)F)N1CCN(CC1)CCC1CCC(CC1)N1N=C2C=C(C(=CC2=C1)C(=O)NC1=CN=C2N1N=CC=C2)OC)F)=O 2-((1r,4r)-4-(2-(4-(4-(2,6-dioxopiperidin-3-yl)-2,6-difluorophenyl)piperazin-1-yl)ethyl)cyclohexyl)-N-(imidazo[1,2-b]pyridazin-3-yl)-6-methoxy-2H-indazole-5-carboxamide